C1(=C(C=CC=C1)C=1C=CC2=C(OC3=C2C=CC(=C3)Br)C1)C1=CC=CC=C1 3-(biphenyl-2-yl)-7-bromodibenzo[b,d]furan